ClC=1C(=C(C=CC1)C(C)NC=1C2=C(N=CN1)C=CC(=N2)O[C@@H]2CNCC2)F N-[1-(3-chloro-2-fluoro-phenyl)ethyl]-6-[(3S)-pyrrolidin-3-yl]oxy-pyrido[3,2-d]pyrimidin-4-amine